N1(CCCCC1)C1=NC2=CC=CC=C2C(=N1)NCCOC=1C=C(C(=O)OC)C=CC1 methyl 3-(2-((2-(piperidin-1-yl)quinazolin-4-yl)amino)ethoxy)benzoate